tert-butyl (6-chloro-1-(4-(trifluoromethyl)phenyl)-1H-indol-5-yl)carbamate ClC1=C(C=C2C=CN(C2=C1)C1=CC=C(C=C1)C(F)(F)F)NC(OC(C)(C)C)=O